C(C1=CC=CC=C1)[C@](O)(C[N+](C)(C)C)CC([O-])=O benzyl-L-carnitine